FC1=CC2=C(N(C(=N2)\C=C\C2=CC=CC=C2)S(=O)(=O)C2=CC=CC=C2)C=C1F (E)-5,6-difluoro-1-benzenesulfonyl-2-styryl-1H-benzimidazole